diphenylphosphino-1,4-dihydroxynaphthalene C1(=CC=CC=C1)P(C1=CC=CC=C1)C1=C(C2=CC=CC=C2C(=C1)O)O